N,N-dimethyl-4-[4-[(3R)-3-methylmorpholin-4-yl]-6-oxo-1H-pyridin-2-yl]-3-(trifluoromethyl)benzenesulfonamide CN(S(=O)(=O)C1=CC(=C(C=C1)C=1NC(C=C(C1)N1[C@@H](COCC1)C)=O)C(F)(F)F)C